2-methyl-N-[(3R,5S)-5-methyl-1-[8-(trifluoromethyl)quinolin-5-yl]Piperidin-3-yl]-2-(1-methylpiperidin-4-yl)propanamide CC(C(=O)N[C@H]1CN(C[C@H](C1)C)C1=C2C=CC=NC2=C(C=C1)C(F)(F)F)(C)C1CCN(CC1)C